C(C)(C)C1=C(C=NC=C1)B(O)O (4-isopropylpyridin-3-yl)boronic acid